ethyl 4-(furan-2-yl)-2-mercaptobutanoate O1C(=CC=C1)CCC(C(=O)OCC)S